C(C)(C)(C)OC(=O)N(CC#CC=1N(C2=CC=CC(=C2C1)N[C@@H]1[C@@H](CN(CC1)C(=O)OC(C)(C)C)F)CCC)C1=C(C=C(C=C1)S(=O)(=O)C)OC tert-butyl (3R,4S)-4-((2-(3-((tert-butoxycarbonyl)(2-methoxy-4-(methylsulfonyl)phenyl)amino)prop-1-yn-1-yl)-1-propyl-1H-indol-4-yl)amino)-3-fluoropiperidine-1-carboxylate